3,5-bis((((9Z,12Z)-octadeca-9,12-dien-1-yl)oxy)carbonyl)benzoic acid C(CCCCCCC\C=C/C\C=C/CCCCC)OC(=O)C=1C=C(C(=O)O)C=C(C1)C(=O)OCCCCCCCC\C=C/C\C=C/CCCCC